C1(CC1)C=1C(=NC=NC1)N1CCC(CC1)(C(=O)O)CC(=O)N(C1=CC=CC=C1)C1=CC=CC=C1 1-(5-cyclopropylpyrimidin-4-yl)-4-(2-(diphenylamino)-2-oxoethyl)piperidine-4-carboxylic acid